(1-(4-methyl-6-((5-methyl-1H-pyrazol-3-yl)amino)pyrimidin-2-yl)piperidin-4-yl)carbamic acid tert-butyl ester C(C)(C)(C)OC(NC1CCN(CC1)C1=NC(=CC(=N1)C)NC1=NNC(=C1)C)=O